COC1=C(C=C2CCCNC2=C1)CCNC(OC(C)(C)C)=O tert-butyl (2-(7-methoxy-1,2,3,4-tetrahydroquinolin-6-yl)ethyl)carbamate